[B].[Re].[Co] cobalt-rhenium boron